C1(CCC1)C=1C(=NN(C1NC(OC1CC(C1)F)=O)C)C1CC(C1)(F)F (1s,3s)-3-fluorocyclobutyl (4-cyclobutyl-3-(3,3-difluorocyclobutyl)-1-methyl-1H-pyrazol-5-yl)carbamate